C1=CC=C(C=2OC3=C(C21)C=CC=C3)C3=CC=C(C=C3)B(O)O 4-(4-dibenzofuranyl)phenylboronic acid